NC=1C(=NC(=C(N1)F)C1=CC=C(C=C1)[C@]12CN(C[C@@H]2C1)C(C)C)C=1C=C2CCNC(C2=CC1F)=O 6-(3-amino-5-fluoro-6-(4-((1S,5R)-3-isopropyl-3-azabicyclo[3.1.0]hexan-1-yl)phenyl)pyrazin-2-yl)-7-fluoro-3,4-dihydroisoquinolin-1(2H)-one